methyl 5-amino-4-hydroxy-2-methoxybenzoate NC=1C(=CC(=C(C(=O)OC)C1)OC)O